O=C1NC(CCC1N1C(C2=C3C(C(=CC=C13)NC(CCCCCCCN1CCCCC1)=O)=CC=C2)=O)=O N-(1-(2,6-dioxopiperidin-3-yl)-2-oxo-1,2-dihydrobenzo[cd]indol-6-yl)-8-(piperidin-1-yl)octanamide